(S)-2-(5-methoxy-1-methyl-1H-pyrazol-4-yl)-N-(2-methyl-5-((2-(2-methylpyrrolidin-1-yl)ethyl)carbamoyl)pyridin-3-yl)pyrazolo[5,1-b]thiazole-7-carboxamide COC1=C(C=NN1C)C1=CN2C(S1)=C(C=N2)C(=O)NC=2C(=NC=C(C2)C(NCCN2[C@H](CCC2)C)=O)C